CC1=C(C(=O)OC)C=CC(=N1)C=1N=NN(C1COC(=O)OC1=CC=C(C=C1)[N+](=O)[O-])C methyl 2-methyl-6-(1-methyl-5-((((4-nitrophenoxy)carbonyl)oxy)methyl)-1H-1,2,3-triazol-4-yl)nicotinate